4-[[(7S)-1-[3-[(1S)-1-(2,2-difluoro-1,3-benzodioxol-5-yl)ethoxy]phenyl]-3-(trifluoromethyl)-4,5,6,7-tetrahydroindazol-7-yl]oxy]benzoic acid FC1(OC2=C(O1)C=CC(=C2)[C@H](C)OC=2C=C(C=CC2)N2N=C(C=1CCC[C@@H](C21)OC2=CC=C(C(=O)O)C=C2)C(F)(F)F)F